BrC1=C(C(=CC=C1)C)NC=1N=C(N=NC1C(=O)N)NC=1C(=CC=2CC3N(CC2C1)CCCC3)OC ((2-bromo-6-methylphenyl)amino)-3-((9-methoxy-1,3,4,6,11,11a-hexahydro-2H-pyrido[1,2-b]isoquinolin-8-yl)amino)-1,2,4-triazine-6-carboxamide